C(C)(=O)SCC(C(CSC(C)=O)OC(C)=O)OC(C)=O 1,4-diacetylthio-2,3-diacetoxybutane